5-[3-(4-benzyloxyphenylthio)-fur-2-yl]-imidazolidin-2,4-dione C(C1=CC=CC=C1)OC1=CC=C(C=C1)SC1=C(OC=C1)C1C(NC(N1)=O)=O